C(C)SCCN(CCC(C=CC=C)=C)CCSCC 1-di-(ethylthioethyl)amino-3-methylenehepta-4,6-diene